C(C1=CC=CC=C1)OC1N(N2C(C=CC=C2)=C1)C=1C=C2C=CNC2=CC1 2-(Benzyloxy)-N-(1H-indol-5-yl)pyrazolo[1,5-a]pyridine